Tert-Butyl (3-(5-(difluoromethyl)-N-methylpyrazine-2-carboxamido)bicyclo[1.1.1]pentan-1-yl)(methyl)carbamate FC(C=1N=CC(=NC1)C(=O)N(C)C12CC(C1)(C2)N(C(OC(C)(C)C)=O)C)F